N1(C=NC=C1)C1=CC(=CC(=N1)C(=O)NC1=CC(=NC=C1)C(F)(F)F)OCCOC 6-(1H-imidazol-1-yl)-4-(2-methoxyethoxy)-N-(2-(trifluoromethyl)pyridin-4-yl)picolinamide